(S)-3-(4-(2-cyclohexyl-2-(1,5-dimethyl-1H-pyrazole-4-carboxamido)acetamido)phenyl)-2,4-dimethylpyridine 1-oxide C1(CCCCC1)[C@@H](C(=O)NC1=CC=C(C=C1)C=1C(=[N+](C=CC1C)[O-])C)NC(=O)C=1C=NN(C1C)C